CC1=C(N=C2N(C1=O)C=C(C=C2[C@@H](C)NC2=C(C(=O)O)C=CC=C2)C)N2CCN(CC2)C=2SC=C(N2)C (R)-2-((1-(3,7-dimethyl-2-(4-(4-methylthiazol-2-yl)piperazin-1-yl)-4-oxo-4H-pyrido[1,2-a]pyrimidin-9-yl)ethyl)amino)benzoic acid